2,3-Di(tetratriacontanoyloxy)propyl tetratriacontanoate C(CCCCCCCCCCCCCCCCCCCCCCCCCCCCCCCCC)(=O)OCC(COC(CCCCCCCCCCCCCCCCCCCCCCCCCCCCCCCCC)=O)OC(CCCCCCCCCCCCCCCCCCCCCCCCCCCCCCCCC)=O